C(C)(C)(C)OC([C@H](CCC(=O)OC(C)(C)C)NC(=O)N1C=NC=C1)=O (S)-di-tert-butyl-2-(1H-imidazole-1-carboxamido)pentanedioate